N-((4-((5-((3S,4S)-4-amino-3-methyl-2-oxa-8-azaspiro[4.5]decan-8-yl)-[1,2,4]tri-azolo[4,3-c]pyrimidin-8-yl)thio)-3-chloropyridin-2-yl)carbamoyl)benzenesulfonamide N[C@@H]1[C@@H](OCC12CCN(CC2)C2=NC=C(C=1N2C=NN1)SC1=C(C(=NC=C1)NC(=O)NS(=O)(=O)C1=CC=CC=C1)Cl)C